[Si](C)(C)(C(C)(C)C)OCC1(CC1)C=O (((tert-butyldimethylsilyl)oxy)methyl)cyclopropanecarboxaldehyde